methyl (2R)-2-(tert-butoxycarbonylamino)-5-[7-fluoro-1-oxo-6-[5-(trifluoromethyl)pyrimidin-2-yl]-2-isoquinolyl]pentanoate C(C)(C)(C)OC(=O)N[C@@H](C(=O)OC)CCCN1C(C2=CC(=C(C=C2C=C1)C1=NC=C(C=N1)C(F)(F)F)F)=O